(R)-N-(3-fluoro-4-((3-((1-hydroxypropan-2-yl)amino)-1H-pyrazolo[3,4-b]pyridin-4-yl)oxy)phenyl)-2-(4-fluorophenyl)-1-methyl-3-oxo-2,3-dihydro-1H-pyrazole-4-carboxamide FC=1C=C(C=CC1OC1=C2C(=NC=C1)NN=C2N[C@@H](CO)C)NC(=O)C=2C(N(N(C2)C)C2=CC=C(C=C2)F)=O